CN1CCN(CC1)CC1=C(C=C(C=C1)I)C(F)(F)F 1-methyl-4-(2-trifluoromethyl-4-iodo-benzyl)piperazine